N-[4-cyano-5-[4-[[(Z)-[3-(2-isopropyl-5-methyl-phenyl)-4-oxo-thiazolidin-2-ylidene]carbamoyl]amino]phenyl]-2-methyl-pyrazol-3-yl]-4-(trifluoromethoxy)benzamide C(#N)C1=C(N(N=C1C1=CC=C(C=C1)NC(\N=C\1/SCC(N1C1=C(C=CC(=C1)C)C(C)C)=O)=O)C)NC(C1=CC=C(C=C1)OC(F)(F)F)=O